CC(C)N1N=NC2=C1C=CC(=C2)C2=NC(=NO2)C2=CC=C(C=C2)CP(OCC)(OCC)=O diethyl [(4-{5-[1-(propan-2-yl)-1H-1,2,3-benzotriazol-5-yl]-1,2,4-oxadiazol-3-yl}phenyl)methyl]phosphonate